2-Chloro-4-((3S)-8-(4-(4-((4-(3-((2,6-dioxopiperidin-3-yl)amino)phenyl)piperazin-1-yl)methyl)piperidine-1-carbonyl)-3-fluorophenyl)-3-methyl-2,8-diazaspiro[4.5]decan-2-yl)benzonitrile ClC1=C(C#N)C=CC(=C1)N1CC2(C[C@@H]1C)CCN(CC2)C2=CC(=C(C=C2)C(=O)N2CCC(CC2)CN2CCN(CC2)C2=CC(=CC=C2)NC2C(NC(CC2)=O)=O)F